N-(3-Aminophenyl)sulfonyl-6-tert-butyl-2-(3,4-dimethylphenyl)pyridin-3-carboxamid NC=1C=C(C=CC1)S(=O)(=O)NC(=O)C=1C(=NC(=CC1)C(C)(C)C)C1=CC(=C(C=C1)C)C